FC(C1=NC=C(C=N1)C(C)NC1=NN=CC2=CC=CC=C12)(F)F N-(1-(2-(trifluoromethyl)pyrimidin-5-yl)ethyl)phthalazin-1-amine